(R)-N-methyl-N-(1-tritylazepine-2-carbonyl)glycine lithium [Li].CN(CC(=O)O)C(=O)C=1N(C=CC=CC1)C(C1=CC=CC=C1)(C1=CC=CC=C1)C1=CC=CC=C1